NC12CC(C1)(C2)CNC(O[C@H]2[C@H](NC[C@@H]2O)CC2=CC=C(C=C2)OC)=O (2R,3S,4S)-4-hydroxy-2-[(4-methoxyphenyl)methyl]pyrrolidin-3-yl N-({3-aminobicyclo[1.1.1]pentan-1-yl}methyl)carbamate